C(CCCCCCC#C)(=O)O non-8-ynoic Acid